FC1=CC2=C(OC(CN2)C2=CC=CC=C2)C=C1 6-fluoro-2-phenyl-3,4-dihydro-2H-benzo[b][1,4]oxazine